(2R,4S)-4-methoxy-5-oxopyrrolidine-2-carboxylic acid CO[C@H]1C[C@@H](NC1=O)C(=O)O